FC=1C=C(C=CC1F)C1=NNC=C1C=1N=C2C=C(C=NC2=CC1)C=1N=NN(C1)CCNC 2-[4-[6-[3-(3,4-difluorophenyl)-1H-pyrazol-4-yl]-1,5-naphthyridin-3-yl]triazol-1-yl]-N-methyl-ethanamine